(R)-binaphthol titanium [Ti].C=1(C(=CC=C2C=CC=CC12)O)C1=CC=CC2=CC=CC=C12